N-((1-aminoisoquinolin-6-yl)methyl)-6-(((1-methylpiperidin-4-yl)methyl)amino)-[3,3'-bipyridine]-5-carboxamide NC1=NC=CC2=CC(=CC=C12)CNC(=O)C=1C=C(C=NC1NCC1CCN(CC1)C)C=1C=NC=CC1